[Si](C)(C)(C(C)(C)C)OC(=C)C=1C=NN(C1)C1=CC=C(C=N1)S(=O)(=O)N(COCC[Si](C)(C)C)C=1C=CC=C2C=NN(C12)C 6-(4-{1-[(tert-butyldimethylsilyl)oxy]ethenyl}pyrazol-1-yl)-N-(1-methylindazol-7-yl)-N-{[2-(trimethylsilyl)ethoxy]methyl}pyridine-3-sulfonamide